BrC1=NC=CC(=C1)NC(=O)NC1=C(C=CC(=C1)Cl)CCO 1-(2-bromopyridin-4-yl)-3-[5-chloro-2-(2-hydroxyethyl)phenyl]urea